C[C@H](CCC(=O)NCCS(=O)(=O)O)[C@H]1CC[C@@H]2[C@@]1(CC[C@H]3[C@H]2[C@@H](C[C@H]4[C@@]3(CC[C@H](C4)O)C)O)C The molecule is a bile acid taurine conjugate of chenodeoxycholic acid. It has a role as a mouse metabolite and a human metabolite. It derives from a chenodeoxycholic acid. It is a conjugate acid of a taurochenodeoxycholate.